4-(6-(benzylamino)-3-(furan-3-yl)pyridin-2-yl)-3-oxopiperazine-1-carboxylic acid tert-butyl ester C(C)(C)(C)OC(=O)N1CC(N(CC1)C1=NC(=CC=C1C1=COC=C1)NCC1=CC=CC=C1)=O